2-(4-((1-methyl-9-(1-methyl-1H-pyrazol-4-yl)-6,7-dihydro-5H-benzo[c][1,2,3]triazolo[1,5-a]azepin-7-yl)amino)phenyl)acetonitrile CC=1N=NN2C1C1=C(C(CC2)NC2=CC=C(C=C2)CC#N)C=C(C=C1)C=1C=NN(C1)C